C1=C(C=CC2=CC(=C(C=C12)C(=O)O)C(=O)O)C(=O)O 2,6,7-naphthalenetricarboxylic acid